C[Si](C#CC1CCOCC1)(C)C trimethyl((tetrahydro-2H-pyran-4-yl)ethynyl)silane